13,16,20-tris((R)-2-hydroxydodecyl)-13,16,20,23-tetraazapentatricontane-11,25-diol O[C@@H](CN(CC(CCCCCCCCCC)O)CCN(CCCN(CCNCC(CCCCCCCCCC)O)C[C@@H](CCCCCCCCCC)O)C[C@@H](CCCCCCCCCC)O)CCCCCCCCCC